7-([1,2,4]triazolo[1,5-a]pyridin-6-yl)-4-(3,4-dichlorophenyl)-1,2,3,4-tetrahydroisoquinoline-1,1,3,3,4,8-d6 N=1C=NN2C1C=CC(=C2)C2=CC=C1C(C(NC(C1=C2[2H])([2H])[2H])([2H])[2H])([2H])C2=CC(=C(C=C2)Cl)Cl